(1R,2S)-5'-methoxy-2-{3-[(5-methoxy-2-methylpyrimidin-4-yl)amino]-1H-indazol-6-yl}spiro[cyclopropane-1,3'-indol]-2'(1'H)-one COC=1C=C2[C@]3(C(NC2=CC1)=O)[C@@H](C3)C3=CC=C1C(=NNC1=C3)NC3=NC(=NC=C3OC)C